6-iodo-2,3-dihydrospiro[chromene-4,1'-cyclopropane] IC=1C=C2C(=CC1)OCCC21CC1